CC=1C=CC=2N(C3=CC=C(C=C3C2C1)C)C1=C(C#N)C=C(C(=C1N1C2=CC=C(C=C2C=2C=C(C=CC12)C)C)N1C2=CC=C(C=C2C=2C=C(C=CC12)C)C)C1=NC(=NC(=C1)C1=CC=CC=C1)C1=CC=CC=C1 2,3,4-tris(3,6-dimethyl-9H-carbazol-9-yl)-5-(2,6-diphenylpyrimidin-4-yl)benzonitrile